N1(CCCCCC1)CC1=CC=C(C=C1)[C@H]1COC=2C(=NC=CC2)O1 (3S)-3-[4-(azepan-1-ylmethyl)phenyl]-2,3-dihydro[1,4]dioxino[2,3-b]pyridine